1-(heptadecan-9-yl) 9-(4-(2-oxo-2-(2-(1-(2-((2-(4-(2-(2-(4-(stearoyloxy)phenyl)acetoxy)ethyl)piperidin-1-yl)ethyl)disulfaneyl)ethyl)piperidin-4-yl)ethoxy)ethyl)phenyl) nonanedioate C(CCCCCCCC(=O)OC1=CC=C(C=C1)CC(OCCC1CCN(CC1)CCSSCCN1CCC(CC1)CCOC(CC1=CC=C(C=C1)OC(CCCCCCCCCCCCCCCCC)=O)=O)=O)(=O)OC(CCCCCCCC)CCCCCCCC